22-Chloro-5,7-difluoro-2,2-dioxo-2λ6-thia-3,19,20-triazapentacyclo[16.5.2.14,8.09,14.021,25]hexacosa-1(24),4(26),5,7,9(14),10,12,18,21(25),22-decaen-23-ol ClC=1C=2NN=C3CCCC=4C=CC=CC4C4=C(C=C(C(NS(C(C1O)=CC23)(=O)=O)=C4)F)F